C1(=CC=CC=C1)C(Cl)(C1=CC=CC=C1)C1=CC=CC=C1 TRIPHENYLCHLOROMETHANE